1,3,5-tris(5-methyl-2-hydroxyphenyl)benzene CC=1C=CC(=C(C1)C1=CC(=CC(=C1)C1=C(C=CC(=C1)C)O)C1=C(C=CC(=C1)C)O)O